ClC=1C=C(C=CC1Cl)N1C[C@H](N(CC1)C(=O)C1=CC(NC2=CC=CC=C12)=O)CN1CCOCC1 (R)-4-(4-(3,4-dichlorophenyl)-2-(morpholinomethyl)piperazine-1-carbonyl)quinolin-2(1H)-one